4-[4-(4-fluoro-phenyl)-5-methylsulfanyl-pyrimidin-2-ylamino]-N-(2-methyl-5-piperidin-1-ylmethyl-phenyl)-benzamide FC1=CC=C(C=C1)C1=NC(=NC=C1SC)NC1=CC=C(C(=O)NC2=C(C=CC(=C2)CN2CCCCC2)C)C=C1